C(CCC\C=C/CC)OC(CCCCC(=O)OCCCCCN(CCCCCCCC(=O)OCCCCCCCCC)CCO)OCCCC\C=C/CC nonyl 8-((5-((6,6-bis(((Z)-oct-5-en-1-yl)oxy)hexanoyl)oxy)pentyl)(2-hydroxyethyl)amino)octanoate